The molecule is a glutamic semialdehyde arising from formal reduction of the side-chain carboxy group of L-glutamic acid. It has a role as a human metabolite, a Saccharomyces cerevisiae metabolite, an Escherichia coli metabolite and a mouse metabolite. It is a tautomer of a L-glutamic 5-semialdehyde zwitterion. C(C[C@@H](C(=O)O)N)C=O